NC1=C2N=CN(C2=NC=N1)CC1=CC=NC(=C1)C1=CC(=C(C=C1)F)F 4-((6-amino-9H-purin-9-yl)methyl)-6-(3,4-difluorophenyl)pyridin